Carbonylthiazolidin C(=O)=C1SCCN1